CSC1=CCCCC1 1-(methylthio)-1-cyclohexene